4-(allyloxy)phenyl 1H-imidazole-1-sulfonate N1(C=NC=C1)S(=O)(=O)OC1=CC=C(C=C1)OCC=C